p-Iodoaniline C1=CC(=CC=C1N)I